iron(II) triflate [O-]S(=O)(=O)C(F)(F)F.[Fe+2].[O-]S(=O)(=O)C(F)(F)F